ClC1=C(C=CC2=C1C(NS2([O-])CC2=CC=C(C=C2)Cl)=O)N=CN(C)CC N'-(4-chloro-1-(4-chlorobenzyl)-1-oxido-3-oxo-3H-1λ4-benzo[d]isothiazol-5-yl)-N-ethyl-N-methylformimidamide